4-(4-((1-(7-amino-2-(furan-2-yl)-[1,2,4]triazolo[1,5-a][1,3,5]triazin-5-yl)piperidin-3-yl)methyl)piperazin-1-yl)-3-fluorobenzoic acid NC1=NC(=NC=2N1N=C(N2)C=2OC=CC2)N2CC(CCC2)CN2CCN(CC2)C2=C(C=C(C(=O)O)C=C2)F